C1(CC1)[C@H](C)NCC1=CC=C(O1)CSC1=C2CN(C(C2=CC=C1)=O)C1C(NC(CC1)=O)=O 3-(4-(((5-((((S)-1-cyclopropylethyl)amino)methyl)furan-2-yl)methyl)thio)-1-oxoisoindolin-2-yl)piperidine-2,6-dione